C(C)(=O)OC1=C(C=C(C=C1)\C=C\C(=O)OCC1=CC=C(C=C1)OC(\C=C\C1=CC(=C(C=C1)OC(C)=O)OC(C)=O)=O)OC(C)=O 4-((E)-3-((4-(((E)-3-(3,4-diacetoxyphenyl)acryloyl)oxy)benzyl)oxy)-3-oxoprop-1-en-1-yl)-1,2-phenylene diacetate